(5-Chloro-1-methyl-3-(5-methylisoxazol-3-yl)-1H-pyrazol-4-yl)(9-isopentyl-3,9-diazaspiro[5.5]undecan-3-yl)methanone ClC1=C(C(=NN1C)C1=NOC(=C1)C)C(=O)N1CCC2(CC1)CCN(CC2)CCC(C)C